2-[(6-bromo-2-pyridyl)oxymethyl]-5-ethoxy-1,3,4-thiadiazole BrC1=CC=CC(=N1)OCC=1SC(=NN1)OCC